ClC1=CC=CC=C1CC(C)C 2-chloro-(3-isobutylbenzene)